3-((1s,4s)-4-(2-(((R)-2-(3-fluorophenyl)-2-hydroxyethyl)amino)-2-methylpropyl)cyclohexyl)-1,1-dimethylurea hydrochloride Cl.FC=1C=C(C=CC1)[C@H](CNC(CC1CCC(CC1)NC(N(C)C)=O)(C)C)O